Ethyl 1-(2-(2-((tert-butoxycarbonyl)amino)ethoxy)ethyl)-6-((1-((1-methylcyclopropyl)sulfonyl)cyclopropyl)methyl)-7-oxo-4,5,6,7-tetrahydro-1H-pyrazolo[3,4-c]pyridine-3-carboxylate C(C)(C)(C)OC(=O)NCCOCCN1N=C(C2=C1C(N(CC2)CC2(CC2)S(=O)(=O)C2(CC2)C)=O)C(=O)OCC